C(C1=CC=CC=C1)SC=1C2=C(N=C(N1)OCC13CCCN3CCC1)C(=C(N=C2)C2=CC=CC1=CC=CC(=C21)Cl)F 4-(benzylthio)-7-(8-chloronaphthalen-1-yl)-8-fluoro-2-((tetrahydro-1H-pyrrolizin-7a(5H)-yl)methoxy)pyrido[4,3-d]pyrimidine